2,2'-oxybis(N-(2-(2-(2-(2-(4-(6,8-dichloro-2-methyl-1,2,3,4-tetrahydroisoquinolin-4-yl)phenylsulfonamido)ethoxy)ethoxy)ethoxy)ethyl)acetamide) O(CC(=O)NCCOCCOCCOCCNS(=O)(=O)C1=CC=C(C=C1)C1CN(CC2=C(C=C(C=C12)Cl)Cl)C)CC(=O)NCCOCCOCCOCCNS(=O)(=O)C1=CC=C(C=C1)C1CN(CC2=C(C=C(C=C12)Cl)Cl)C